N-(3-((4-hydroxy-1-(2'-nitro-[1,1'-biphenyl]-4-carbonyl)piperidin-4-yl)methyl)-4-oxo-3,4-dihydroquinazolin-7-yl)-3-(4-methylpiperazin-1-yl)propanamide OC1(CCN(CC1)C(=O)C1=CC=C(C=C1)C1=C(C=CC=C1)[N+](=O)[O-])CN1C=NC2=CC(=CC=C2C1=O)NC(CCN1CCN(CC1)C)=O